3,7-Dimethylthieno[3,2-c]pyridazin CC1=CC2=C(N=N1)C(=CS2)C